tert-butyl 4-[7-({7-fluoro-2-methylimidazo[1,2-a]pyridin-6-yl}carbamoyl)-2-methylindazol-4-yl]piperazine-1-carboxylate FC1=CC=2N(C=C1NC(=O)C1=CC=C(C3=CN(N=C13)C)N1CCN(CC1)C(=O)OC(C)(C)C)C=C(N2)C